CC=1OC(=CC1C(=O)NC1=NC(=NS1)CC(C)N)C1=CC(=CC=C1)OC(F)F 2-Methyl-5-(3-(difluoromethoxy)phenyl)-N-(3-(2-aminopropyl)-1,2,4-thiadiazol-5-yl)furan-3-Formamide